phenyl-3-methyl-3-phospholene oxide C1(=CC=CC=C1)P1(CC(=CC1)C)=O